2-[1'-(1H-indazole-5-carbonyl)-4-methyl-2-oxospiro[indole-3,4'-piperidin]-1-yl]-N-(3-methyloxoazetidin-3-yl)acetamide N1N=CC2=CC(=CC=C12)C(=O)N1CCC2(CC1)C(N(C1=CC=CC(=C12)C)CC(=O)NC1(C(NC1)=O)C)=O